[B].[Nb].[Al] ALUMINUM-NIOBIUM-BORON